C(C)(C)OP(=O)(OC(C)C)SC(C(=O)OCC)C1=CC=CC=C1 ethyl 2-((diisopropoxyphosphoryl) thio)-2-phenylacetate